ClC1=CC2=C(C(N3[C@@H](CO2)CN(CC3)C(=O)OC(C)(C)C)=O)C(=N1)F tert-butyl (R)-3-chloro-1-fluoro-12-oxo-6a,7,9,10-tetrahydro-6H-pyrazino[2,1-c]pyrido[3,4-f][1,4]oxazepine-8(12H)-carboxylate